(Dimethylphosphoryl)-2,3,4,7-tetrahydro-1H-azepine-1-carboxylic acid tert-butyl ester C(C)(C)(C)OC(=O)N1C(CCC=CC1)P(=O)(C)C